N-[(2S)-1-(2H-1,2,3-triazol-2-yl)propan-2-yl]pyrazine-2-carboxamide N=1N(N=CC1)C[C@H](C)NC(=O)C1=NC=CN=C1